ClC=1C(=NC=CC1)C(=O)NC1[C@@H]2CN(C[C@H]12)C1=NC=C(N=C1)C=1C=2N(C=C(C1)OCC)N=CC2C#N 3-chloro-N-((1R,5S,6s)-3-(5-(3-cyano-6-ethoxypyrazolo[1,5-a]pyridin-4-yl)pyrazin-2-yl)-3-azabicyclo[3.1.0]hexan-6-yl)picolinamide